(3S,4R)-1-(4-((4-((S)-2-(difluoromethyl)azetidin-1-yl)-1-isopropylpyrido[3,4-d]pyridazin-7-yl)amino)pyrimidin-2-yl)-3-fluoro-3-methylpiperidin-4-ol FC([C@H]1N(CC1)C=1N=NC(=C2C1C=NC(=C2)NC2=NC(=NC=C2)N2C[C@]([C@@H](CC2)O)(C)F)C(C)C)F